(R)-2-(4-chloro-N-(2-fluoro-4-(1,2,4-oxadiazol-3-yl)benzyl)phenylsulfonamido)-5,5,5-trifluoropentanamide ClC1=CC=C(C=C1)S(=O)(=O)N(CC1=C(C=C(C=C1)C1=NOC=N1)F)[C@@H](C(=O)N)CCC(F)(F)F